(R)-4-((S)-2-(2-(4-chlorophenyl)-2-methylpropanamido)-3-methylbutanamido)-5-ethoxy-5-oxopentanoic acid ClC1=CC=C(C=C1)C(C(=O)N[C@H](C(=O)N[C@H](CCC(=O)O)C(=O)OCC)C(C)C)(C)C